1-((4-bromophenyl)amino)-N-(tert-butyl)-6-chloro-3-oxo-1,3-dihydroisobenzofuran-1-carboxamide BrC1=CC=C(C=C1)NC1(OC(C2=CC=C(C=C12)Cl)=O)C(=O)NC(C)(C)C